COC1=NC=C(C=C1)SC(C1=CC=CC=C1)(C1=CC=CC=C1)C1=CC=CC=C1 2-Methoxy-5-[(trityl)thio]-pyridine